2-(4-((4-(3-methoxy-4-(trifluoromethyl)benzyl)piperazin-1-yl)methyl)-2-methyl-6-(trifluoromethyl)phenoxy)-2-methylpropanoic acid COC=1C=C(CN2CCN(CC2)CC2=CC(=C(OC(C(=O)O)(C)C)C(=C2)C(F)(F)F)C)C=CC1C(F)(F)F